phenyl-3,4-dihydro-2H-pyrrole C1(=CC=CC=C1)C1N=CCC1